1-(3-((4,4-bis(octyloxy)butanoyl)oxy)-2-((((3-(diethylamino)propoxy)carbonyl)oxy)methyl)propyl) 9-hexyl nonanedioate C(CCCCCCCC(=O)OCCCCCC)(=O)OCC(COC(CCC(OCCCCCCCC)OCCCCCCCC)=O)COC(=O)OCCCN(CC)CC